1,3-bis(5-isocyanatopentyl)-1,3-diazetidine-2,4-dione N(=C=O)CCCCCN1C(N(C1=O)CCCCCN=C=O)=O